Cl.Cl.C(C(C(C(CO)O)O)O)O 1,2,3,4,5-pentane-pentol dihydrochloride